O=C1NC(CCC1C1=NC=CC(=C1)N1CCN(CC1)CCC(=O)N1CCC(CC1)NC(OC(C)(C)C)=O)=O tert-butyl (1-(3-(4-(2-(2,6-dioxopiperidin-3-yl)pyridin-4-yl)piperazin-1-yl)propanoyl)piperidin-4-yl)carbamate